BrC1=C(C=CC=C1)C1=NC(=NO1)C1=CC2=C(N(N=N2)CCO)C=C1 2-(5-(5-(2-bromophenyl)-1,2,4-oxadiazol-3-yl)-1H-benzo[d][1,2,3]triazol-1-yl)ethanol